C(C)[C@@]1(CC[C@@]2([C@H]3CC[C@@]4([C@H](CC[C@H]4[C@@H]3CC[C@H]2C1)[C@@H](CCCC(C)(C)O)OC)C)C)O (3S,5S,8R,9S,10S,13S,14S,17S)-3-ethyl-17-((R)-5-hydroxy-1-methoxy-5-methylhexyl)-10,13-dimethylhexadecahydro-1H-cyclopenta[a]phenanthren-3-ol